C(#N)C=1C=C(C=C(C1)F)N1N=CC=C1 1-(3-cyano-5-fluorophenyl)-1H-pyrazol